[2H][C@@](C(=O)O)(CCCN)NC(=O)OC(C)(C)C Alpha-deutero-(S)-5-amino-2-((tert-butoxycarbonyl)amino)pentanoic acid